2-oxooxazolidin-3-yl-piperidine-2,6-dione O=C1OCCN1N1C(CCCC1=O)=O